(chloromethyl)-1,3,5-trimethylbenzene ClCC1=C(C=C(C=C1C)C)C